FC(OC1=CC(=NC=C1)NC(=O)C=1C=CC(=C(C1)[C@H]1CN(CC1)C1=CN=CC(=N1)C(=O)N)C)F (s)-6-(3-(5-((4-(difluoromethoxy)pyridin-2-yl)carbamoyl)-2-methylphenyl)pyrrolidin-1-yl)pyrazine-2-carboxamide